(S)-3-(1-oxo-5-(((1S,2S)-2-(3-phenylazetidin-1-yl)cyclohexyl)oxy)isoindolin-2-yl)piperidine-2,6-dione O=C1N(CC2=CC(=CC=C12)O[C@@H]1[C@H](CCCC1)N1CC(C1)C1=CC=CC=C1)[C@@H]1C(NC(CC1)=O)=O